4-methyl-tetrazolo[1,5-a]quinazolin-5(4H)-one CN1C=2N(C3=CC=CC=C3C1=O)N=NN2